5-((2-cyclopropyl-1,4-diazepan-1-yl)sulfonyl)-4-fluoroisoquinoline hydrochloride Cl.C1(CC1)C1N(CCCNC1)S(=O)(=O)C1=C2C(=CN=CC2=CC=C1)F